N-[(3S,6R)-6-{5-[2-(trifluoromethoxy)ethoxy]-1,3,4-oxadiazol-2-yl}piperidin-3-yl]-2-(trifluoromethyl)quinoline-6-carboxamide FC(OCCOC1=NN=C(O1)[C@H]1CC[C@@H](CN1)NC(=O)C=1C=C2C=CC(=NC2=CC1)C(F)(F)F)(F)F